3-benzyl 8-tert-butyl (1S,2R,5R)-2-(2-hydroxyethyl)-3,8-diazabicyclo[3.2.1]octane-3,8-dicarboxylate OCC[C@@H]1[C@@H]2CC[C@H](CN1C(=O)OCC1=CC=CC=C1)N2C(=O)OC(C)(C)C